C1(CCCC1)N1CCN(CC1)C(=O)OC1=CC=2CN(CCC2S1)[C@H](C(=O)OC)C1=C(C=CC=C1)Cl (S)-5-(1-(2-chlorophenyl)-2-methoxy-2-oxoethyl)-4,5,6,7-tetrahydrothieno[3,2-c]pyridin-2-yl 4-cyclopentylpiperazine-1-carboxylate